1-propylpyridine tetrafluoroborate F[B-](F)(F)F.C(CC)N1CC=CC=C1